2-bromo-4-(bromomethyl)-5-fluoro-1,3-benzothiazole BrC=1SC2=C(N1)C(=C(C=C2)F)CBr